C(C1=CC=CC=C1)NC(=O)C1CN(C(C1)=O)C1CCC1 N-benzyl-1-cyclobutyl-5-oxopyrrolidine-3-carboxamid